tert-butyl (S)-(1-((3-fluoro-4-(5-oxo-5,6-dihydro-1,6-naphthyridin-8-yl)phenyl)amino)-1-oxo-3,3-diphenylpropan-2-yl)carbamate FC=1C=C(C=CC1C1=CNC(C=2C=CC=NC12)=O)NC([C@H](C(C1=CC=CC=C1)C1=CC=CC=C1)NC(OC(C)(C)C)=O)=O